(S)-N-Boc-3-piperidinol C(=O)(OC(C)(C)C)N1C[C@H](CCC1)O